CC1(C(NC(N1)=O)=O)C.[Cl].[Br] bromine chlorine dimethyl-hydantoin